3-(difluoromethoxy)-4-(2-fluoro-5-methyl-4-methanesulfonyl-phenyl)-5-methanesulfonyl-1H-indazole FC(OC1=NNC2=CC=C(C(=C12)C1=C(C=C(C(=C1)C)S(=O)(=O)C)F)S(=O)(=O)C)F